FC1(CCOCC1)CNC1=C(C=C(C=C1)S(=O)(=O)NC(C1=C(C=CC=C1)N1C2=C(OC(C1)=O)N=C1C(=C2)C=CN1)=O)[N+](=O)[O-] N-((4-(((4-fluorotetrahydro-2H-pyran-4-yl)methyl)amino)-3-nitrophenyl)sulfonyl)-2-(3-oxo-2,3-dihydropyrrolo[3',2':5,6]pyrido[2,3-b][1,4]oxazin-1(6H)-yl)benzamide